NCCCN1CCN(CC1)CCCN bis(3-aminopropyl)-piperazine